ClC=1C=C2C(CN(CC2=C(C1)Cl)C)C=1C=C(C=CC1)S(=O)(=O)NC(=O)C1CCNCC1 N-([3-(6,8-dichloro-2-methyl-1,2,3,4-tetrahydroisoquinolin-4-yl)phenyl]sulfonyl)piperidine-4-carboxamide